COC=1C=C2C(N(C=3C4=C(C=CC3C2=CC1OC)C=C1C(=C4)OCO1)CCN(C)C)=O N-(2-(2,3-dimethoxy-13-oxo-[1,3]dioxolo[4',5':4,5]benzo[1,2-c]phenanthridin-12(13H)-yl)ethyl)dimethylamine